N-((E)-((E)-2-chloro-3-((phenylamino)methylene)cyclohex-1-en-1-yl)methylene)benzenaminium ClC/1=C(CCC\C1=C/NC1=CC=CC=C1)\C=[NH+]\C1=CC=CC=C1